1-(1-methyl-4-piperidyl)pyrazole-4-carbaldehyde CN1CCC(CC1)N1N=CC(=C1)C=O